tert-butyl (3S)-4-(4-fluoro-3-methyl-2-oxo-1H-benzimidazol-5-yl)-3-methyl-piperazine-1-carboxylate FC1=C(C=CC=2NC(N(C21)C)=O)N2[C@H](CN(CC2)C(=O)OC(C)(C)C)C